ONC(\C=C\C1=CC=C(C=C1)CNCCC1=C(NC2=CC=CC=C12)C)=O (2E)-N-hydroxy-3-[4-({[2-(2-methyl-1H-indol-3-yl)ethyl]amino}methyl)-phenyl]acrylamide